COC(CCCN(CCCC(=O)OC)S(=O)(=O)C1=CC=C(C=C1)[N+](=O)[O-])=O methyl 4-[(4-methoxy-4-oxo-butyl)-(4-nitrophenyl)sulfonyl-amino]butanoate